C(C)(C)(C)OC(=O)N1C[C@@H](CC1)NC1=C2C=CC=NC2=C(C=C1)OC (R)-3-((8-Methoxyquinolin-5-yl)amino)pyrrolidine-1-carboxylic acid tert-butyl ester